NC1=C(C=C(C=C1)C(=O)C1=CC(=C(C=C1)N)[N+](=O)[O-])[N+](=O)[O-] bis-(4-amino-3-nitro-phenyl)-methanone